Cl.Cl.NCCN1CC2=C(C1)C=C(S2)C(=O)OC methyl 5-(2-aminoethyl)-4H,5H,6H-thieno[2,3-c]pyrrole-2-carboxylate dihydrochloride